C(CCC)C=1N(C=C(N1)C1CCN(CC1)CCCCC=1N(C2=CC=C(C=C2C1)C#N)CCC)C1=CC=C(C=C1)OC1=CC=C(C=C1)Cl ((4-(2-butyl-1-(4-(4-chlorophenoxy)phenyl)-1H-imidazol-4-yl)piperidin-1-yl)butyl)-1-propyl-1H-indole-5-carbonitrile